FC(OC=1C=C(C=CC1)N1C(N(C=2C1=NC=C(C2)C(=O)OC)C2=CC=C(C=C2)F)=O)F methyl 3-(3-(difluoromethoxy)phenyl)-1-(4-fluorophenyl)-2-oxo-2,3-dihydro-1H-imidazo[4,5-b]pyridine-6-carboxylate